(R)-(4-(trifluoromethyl)oxazol-5-yl)(4-(7-(trifluoromethyl)pyrazolo[1,5-a]pyridin-2-yl)-6,7-dihydro-1H-imidazo[4,5-c]pyridin-5(4H)-yl)methanone FC(C=1N=COC1C(=O)N1[C@H](C2=C(CC1)NC=N2)C2=NN1C(C=CC=C1C(F)(F)F)=C2)(F)F